ethyl (R)-3-ethoxy-2-((2-oxo-4-(o-tolyl)-2H-chromen-7-yl)oxy)propanoate C(C)OC[C@H](C(=O)OCC)OC1=CC=C2C(=CC(OC2=C1)=O)C1=C(C=CC=C1)C